C(C)[C@H](CN1C=CC2=C1N=C(N=C2)NC=2C=NN(C2)CC(=O)O[C@@H]2C[C@H](N(C2)C)C(=O)OCC)C(C)C ethyl (2S,4R)-4-(2-(4-((7-((S)-2-ethyl-3-methylbutyl)-7H-pyrrolo[2,3-d]pyrimidin-2-yl) amino)-1H-pyrazol-1-yl) acetoxy)-1-methylpyrrolidine-2-carboxylate